1-hydroxy-N-((5-(thiophen-2-yl)pyridin-2-yl)methyl)-1,3-dihydrobenzo[c][1,2]oxaborole-6-carboxamide OB1OCC2=C1C=C(C=C2)C(=O)NCC2=NC=C(C=C2)C=2SC=CC2